(rac)-2'-[6-amino-5-(1-methyl-1H-pyrazol-3-yl)pyridin-3-yl]-N-ethyl-5',6'-dihydrospiro[pyrrolidine-3,4'-pyrrolo[1,2-b]pyrazole]-1-carboxamide NC1=C(C=C(C=N1)C=1C=C2N(N1)CC[C@]21CN(CC1)C(=O)NCC)C1=NN(C=C1)C |r|